FC(CN(C1CC(CC1)S(=O)(=O)NC1=CNC2=CC=C(C=C12)C=1C=NN(C1)C1=CC=C(C=C1)CC)C)F 3-((2,2-difluoroethyl)(methyl)amino)-N-(5-(1-(4-ethylphenyl)-1H-pyrazol-4-yl)-1H-indol-3-yl)cyclopentane-1-sulfonamide